NC=1C(=CC2=C(CC(O2)CN(C(OC(C)(C)C)=O)CC(C)C)C1F)OCC1=CC=CC=C1 tert-butyl {[5-amino-6-(benzyloxy)-4-fluoro-2,3-dihydro-1-benzofuran-2-yl]methyl}(2-methylpropyl)carbamate